C[C@@H]1N(C[C@H](NC1)C)C=1C=2N=C(N(C2N(C(N1)=O)C([2H])([2H])[2H])C([2H])([2H])[2H])CC#N 2-(6-((2S,5R)-2,5-dimethylpiperazin-1-yl)-3,9-bis(methyl-d3)-2-oxo-3,9-dihydro-2H-purin-8-yl)acetonitrile